C(C)C=1C=CC(=C(C1)C1=CC=CC=C1)S(=O)(=O)N1CCC(CC1)(C(=O)N[C@H](C)\C=C/S(=O)(=O)C)F (R,Z)-1-((5-ethyl-[1,1'-biphenyl]-2-yl)sulfonyl)-4-fluoro-N-(4-(methylsulfonyl)but-3-en-2-yl)piperidine-4-carboxamide